N-(3-(benzyloxy)-5-(3,6-dihydro-2H-pyran-4-yl)phenyl)-5-chloropyrazolo[1,5-a]pyrimidine-3-carboxamide C(C1=CC=CC=C1)OC=1C=C(C=C(C1)C=1CCOCC1)NC(=O)C=1C=NN2C1N=C(C=C2)Cl